C(C)(=O)NC(C(=O)O)CS α-acetamido-β-mercaptopropanoic acid